tert-butyl 4-(4'-chloro-2'-{3-[4-(ethoxycarbonyl)-5-(trifluoromethyl)-1H-pyrazol-1-yl]piperidin-1-yl}[1,1'-biphenyl]-4-yl)piperazine-1-carboxylate ClC1=CC(=C(C=C1)C1=CC=C(C=C1)N1CCN(CC1)C(=O)OC(C)(C)C)N1CC(CCC1)N1N=CC(=C1C(F)(F)F)C(=O)OCC